OC(C)(C)C1=CN=C(S1)S(=O)(N)=NCC1=CC=C(C=C1)OC 5-(2-hydroxypropan-2-yl)-N'-(4-methoxybenzyl)thiazole-2-sulfonimidamide